(6-difluoromethyl-pyrimidin-4-yl)-4-triisopropylsilyl-but-3-yn-2-ol FC(C1=CC(=NC=N1)CC(C#C[Si](C(C)C)(C(C)C)C(C)C)O)F